NC=1C=CC(=C2CN(C(C12)=O)CC(C#N)=C)C=1C=C2C(=NNC2=CC1)C1CCC1 2-{[7-amino-4-(3-cyclobutyl-1H-indazol-5-yl)-1-oxo-2,3-dihydro-1H-isoindol-2-yl]methyl}prop-2-enenitrile